Cl.C[C@H]1NCCCCC1 (R)-2-methylazepan hydrochloride